methyl-6-(1-(6-(trifluoromethyl)-3H-imidazo[4,5-b]pyridin-2-yl)cyclobutyl)-3,4-dihydro-1,5-naphthyridine CC1=NC2=CC=C(N=C2CC1)C1(CCC1)C1=NC=2C(=NC=C(C2)C(F)(F)F)N1